4-tert-butyl-N-[4-(1,1-dioxido-4-oxo-1,2,5-thiadiazolidin-2-yl)-3-fluoro-5-hydroxyphenyl]benzamide C(C)(C)(C)C1=CC=C(C(=O)NC2=CC(=C(C(=C2)O)N2S(NC(C2)=O)(=O)=O)F)C=C1